C(C)=C1CC2C3CC4=CC=CC(=C4OC3C1C2)OC 3-Ethylidene-5-methoxy-2,3,4,4a,9,9a-hexahydro-1H-1,4-methanoxanthene